CC1CCC2=CC=CC=C2C1=O 2-methyl-α-tetralone